C(C1=CC=CC=C1)N(S(=O)(=O)C1=CC(=C(C2=CC=CC=C12)O)C(=O)O)C1=CC=C(C=C1)OC1=CC(=C(C(=C1)C)Cl)C 4-(N-benzyl-N-(4-(4-chloro-3,5-dimethylphenoxy)phenyl)sulfamoyl)-1-hydroxy-2-naphthoic acid